(M)-(R)-8-(4-(4-(aminomethyl)-1-oxo-1,2-dihydrophthalazin-6-yl)-1-(methyl-d3)-1H-pyrazol-5-yl)-7-fluoro-2,3,3a,4-tetrahydro-1H-benzo[b]pyrrolo[1,2-d][1,4]oxazine-9-carbonitrile NCC1=NNC(C2=CC=C(C=C12)C=1C=NN(C1C1=C(C2=C(OC[C@@H]3N2CCC3)C=C1F)C#N)C([2H])([2H])[2H])=O